C1(CCCCC1)NC(=O)C1=NN(C(=N1)C1=CC=C(C=C1)C(C)C)C1=CC=C(C=C1)F N-cyclohexyl-1-(4-fluorophenyl)-5-(4-isopropylphenyl)-1H-1,2,4-triazole-3-carboxamide